4-(((6-(2-Chloro-3-(3-chloro-2-(4-(((2,6-dioxopiperidin-4-yl)amino)methyl)-3-methoxyphenyl)pyridin-4-yl)phenyl)-2-methoxypyridin-3-yl)methyl)amino)piperidine-2,6-dione ClC1=C(C=CC=C1C1=C(C(=NC=C1)C1=CC(=C(C=C1)CNC1CC(NC(C1)=O)=O)OC)Cl)C1=CC=C(C(=N1)OC)CNC1CC(NC(C1)=O)=O